methyl 1-(4-carbamoyl-5-(methylamino)pyridin-2-yl)cyclopropane-1-carboxylate C(N)(=O)C1=CC(=NC=C1NC)C1(CC1)C(=O)OC